FC1=CC=C(C=C1)C=1N=COC1N1C=CC=2C=CC=NC2C1=O 7-[4-(4-fluorophenyl)-1,3-oxazol-5-yl]-7,8-dihydro-1,7-naphthyridin-8-one